1-hydroxy-4-methyl-6-(2,4,4-trimethylpentyl)-2(1H)-Pyridinone ON1C(C=C(C=C1CC(CC(C)(C)C)C)C)=O